methyl 4-bromo-1-(2,2,2-trifluoroethyl)-1H-indole-2-carboxylate BrC1=C2C=C(N(C2=CC=C1)CC(F)(F)F)C(=O)OC